9,9-bis[4-(4-amino-2-methylphenoxy)-3-tert-butylphenyl]fluorene NC1=CC(=C(OC2=C(C=C(C=C2)C2(C3=CC=CC=C3C=3C=CC=CC23)C2=CC(=C(C=C2)OC2=C(C=C(C=C2)N)C)C(C)(C)C)C(C)(C)C)C=C1)C